7-((6-((2S,6R)-2,6-dimethylmorpholino)-2-ethylpyridin-3-yl)amino)-2H-benzo[b][1,4]oxazin-3(4H)-one C[C@@H]1O[C@@H](CN(C1)C1=CC=C(C(=N1)CC)NC=1C=CC2=C(OCC(N2)=O)C1)C